ClC=1C(=C(C=CC1)NC1=C(NC2=C1C(NCC2)=O)C2=C(C=NC=C2)OCC2=NC=CC=C2C(F)(F)F)OC 3-((3-chloro-2-methoxyphenyl)amino)-2-(3-((3-(trifluoromethyl)pyridin-2-yl)methoxy)pyridin-4-yl)-1,5,6,7-tetrahydro-4H-pyrrolo[3,2-c]pyridin-4-one